CC1(OB(OC1(C)C)C1=CC=C(C=C1)C1(CC1)C#N)C 1-[4-(4,4,5,5-tetramethyl-1,3,2-dioxaborolane-2-yl)phenyl]cyclopropanecarbonitrile